[4-({[trans-4-(4-methylpiperidin-1-yl)cyclohexyl]oxy}methyl)-1,3-thiazol-2-yl]carbamic acid tert-butyl ester C(C)(C)(C)OC(NC=1SC=C(N1)CO[C@@H]1CC[C@H](CC1)N1CCC(CC1)C)=O